N-(2-acetyl-5-bromo-4-fluorophenyl)-N-allyl-4-methylbenzenesulfonamide C(C)(=O)C1=C(C=C(C(=C1)F)Br)N(S(=O)(=O)C1=CC=C(C=C1)C)CC=C